NC(=NS(=O)(=O)C1=CC=C(C=C1)C)C1=CC=C(C=C1)OC N-[amino(4-methoxyphenyl)methylene]-4-(methyl)benzenesulfonamide